C(C)OC(=O)C1=CC(=NN1)C 3-methyl-1H-pyrazole-5-carboxylic acid ethyl ester